ClC=1C=C2C(=CC1)NC(C21CCN(CC1)CCOC=1C=NC=2N(C(CCC2C1)=O)C1CC(C1)(C([2H])([2H])[2H])O)=O 5-chloro-1'-[2-({8-[3-hydroxy-3-(2H3)methylcyclobutyl]-7-oxo-5,6,7,8-tetrahydro-1,8-naphthyridin-3-yl}oxy)ethyl]-1,2-dihydrospiro[indole-3,4'-piperidin]-2-one